ethyl 2-methyl-5-oxo-6-(1-phenylethyl)-5,6-dihydro-1,6-naphthyridine-3-carboxylate CC1=NC=2C=CN(C(C2C=C1C(=O)OCC)=O)C(C)C1=CC=CC=C1